3-[methyl(methylsulfonyl)amino]benzoic acid CN(C=1C=C(C(=O)O)C=CC1)S(=O)(=O)C